P(N)(N)(N)=S thiophosphoric acid triamide